ClC=1C=C(C=CC1)C1=NN(C=C1)\C(=C/C(=O)OCC)\C1=CC=CC=C1 ethyl (Z)-3-(3-(3-chlorophenyl)-1H-pyrazol-1-yl)-3-phenylacrylate